3,5-dibromo-2-(4-methoxyphenyl)thiophene BrC1=C(SC(=C1)Br)C1=CC=C(C=C1)OC